(6-bromopyridin-3-yl)methanesulfonic acid methyl ester COS(=O)(=O)CC=1C=NC(=CC1)Br